3-(isobutyl-(methyl)amino)-5-(m-toluylamino)-6H-anthracene C(C(C)C)N(C=1C=CC2=CC=3C=CCC(C3C=C2C1)NC=1C=C(C=CC1)C)C